C1(CC1)C1=C(C(=C2C(=N1)C(CC2)C)NC(=O)N=[S@](=O)(N)C=2SC=C(C2)C(C)(C)O)C (R)-N'-((2-Cyclopropyl-3,7-dimethyl-6,7-dihydro-5H-cyclopenta[b]pyridin-4-yl)carbamoyl)-4-(2-hydroxypropan-2-yl)thiophene-2-sulfonimidamide